FC1(CC(C1)C1=CC=C(C=C1)C1CN(C1)C(=O)N1C[C@@H]2[C@@H](OCC(N2)=O)CC1)F (4aR,8aS)-6-[3-[4-(3,3-difluorocyclobutyl)phenyl]azetidine-1-carbonyl]-4,4a,5,7,8,8a-hexahydropyrido[4,3-b][1,4]oxazin-3-one